butyl (2-(2-((2S*,4S*)-2-(aminomethyl)-5-chloro-2-phenyl-2,3-dihydrobenzofuran-4-yl)-3-fluorophenoxy)ethyl)carbamate NC[C@@]1(OC2=C(C1)C(=C(C=C2)Cl)C2=C(OCCNC(OCCCC)=O)C=CC=C2F)C2=CC=CC=C2 |o1:2|